p-Methoxybenzeneacrylic acid COC1=CC=C(C=C1)C=CC(=O)O